4-(1-(tert-butyl)-3-(4-chloro-3-fluorophenyl)-1H-pyrrolo[2,3-b]pyridine-6-carbonyl)-3,3-dimethylpiperazin C(C)(C)(C)N1C=C(C=2C1=NC(=CC2)C(=O)N2C(CNCC2)(C)C)C2=CC(=C(C=C2)Cl)F